(3aR,6aS)-tert-Butyl-5-((2-((5-(2,3-dihydrobenzo[b][1,4]dioxine-6-carboxamido)-2-fluorophenyl)carbamoyl)benzo[b]thiophen-6-yl)methyl)hexahydropyrrolo[3,4-c]pyrrole-2(1H)-carboxylate C(C)(C)(C)OC(=O)N1C[C@@H]2CN(C[C@@H]2C1)CC=1C=CC2=C(SC(=C2)C(NC2=C(C=CC(=C2)NC(=O)C2=CC3=C(OCCO3)C=C2)F)=O)C1